1-(trans-2-cyanocyclopentyl)-3-[(2-hydroxy-8-methyl-1,2-benzoxaborinin-6-yl)amino]pyrazole-4-carboxamide C(#N)[C@H]1[C@@H](CCC1)N1N=C(C(=C1)C(=O)N)NC=1C=C(C2=C(C=CB(O2)O)C1)C